COP(OC)OC Trimethoxyphosphine